C(C1=CC=CO1)=O Furfurone